CN1C(CC(CC1(C)C)OC(C(C(=O)OC1CC(N(C(C1)(C)C)C)(C)C)=CC1=CC=C(C=C1)OC)=O)(C)C Bis(1,2,2,6,6-pentamethyl-4-piperidinyl)-2-(4-methoxy-benzyliden)malonat